4-(cyclopropoxy)-2,3-difluoro-aniline C1(CC1)OC1=C(C(=C(N)C=C1)F)F